1-tert-butyl 3-ethyl 5,6-dihydropyridine-1,3(2H)-dicarboxylate N1(CC(=CCC1)C(=O)OCC)C(=O)OC(C)(C)C